4-((methylsulfonyl)methyl)-1-((2-(trimethylsilyl)ethoxy)methyl)-1H-pyrrolo[2,3-b]pyridin CS(=O)(=O)CC1=C2C(=NC=C1)N(C=C2)COCC[Si](C)(C)C